N-(6-methyl-5-nitropyridin-3-yl)-3-(trifluoromethyl)benzamide CC1=C(C=C(C=N1)NC(C1=CC(=CC=C1)C(F)(F)F)=O)[N+](=O)[O-]